N-(3-amino-2-cyano-phenyl)-3-fluoro-pyrrolidine-1-sulfonamide NC=1C(=C(C=CC1)NS(=O)(=O)N1CC(CC1)F)C#N